C(C=C)(=O)N1C2=C(OCC1)C=C(C=C2)OC2=NC=C(C=C2NS(=O)(=O)C2=CC(=C(C=C2)Cl)C(F)(F)F)C N-(2-((4-acryloyl-3,4-dihydro-2H-benzo[b][1,4]oxazin-7-yl)oxy)-5-methylpyridin-3-yl)-4-chloro-3-(trifluoromethyl)benzenesulfonamide